FC(OC1=C(C=C(C(=O)N[C@@H]2[C@H](C[C@H](C2)OC(F)(F)F)O)C=C1/C(=C/C=1C=NC=C(C1)OC)/F)F)F 4-(difluoromethoxy)-3-fluoro-5-[(1Z)-1-fluoro-2-(5-methoxypyridin-3-yl)ethenyl]-N-[(1S,2S,4S)-2-Hydroxy-4-(trifluoromethoxy)cyclopentyl]benzamide